C(C)(=O)OOC1=NC=CC=C1OC1=C(C=C(C(=C1)N1C(N(C(=CC1=O)C(F)(F)F)C)=O)F)Cl 2-chloro-4-fluoro-5-(1-methyl-6-trifluoromethyl-2,4-dioxo-1,2,3,4-tetrahydropyrimidin-3-yl)phenoxyl-2-pyridyloxyl acetate